N-(5-chloro-6-(4-(hydroxymethyl)-2H-1,2,3-triazol-2-yl)pyridin-3-yl)-1-(quinolin-5-yl)-5-(trifluoromethyl)-1H-pyrazole-4-carboxamide ClC=1C=C(C=NC1N1N=CC(=N1)CO)NC(=O)C=1C=NN(C1C(F)(F)F)C1=C2C=CC=NC2=CC=C1